COBALT-PALLADIUM [Pd].[Co]